BrC1=CC=C(C(=N1)F)C=1N=C2N(C=C(C=C2)OC)C1 2-(6-bromo-2-fluoropyridin-3-yl)-6-methoxyimidazo[1,2-a]pyridine